2-[[(1R,2S)-2-(4-fluorophenyl)-1-methylcyclopropyl]amino]ethane FC1=CC=C(C=C1)[C@H]1[C@](C1)(C)NCC